2-(1-(3-chloro-5-methoxyphenyl)-1H-pyrazol-4-yl)-N-(5-cyclopropyl-1H-pyrazol-3-yl)propanamide ClC=1C=C(C=C(C1)OC)N1N=CC(=C1)C(C(=O)NC1=NNC(=C1)C1CC1)C